1-(3-cyclopropyl-1-(6-(1-(cyclopropylmethyl)-1H-pyrazol-4-yl)-3,4-dihydroquinolin-1(2H)-yl)-5,6-dihydroimidazo[1,5-a]pyrazin-7(8H)-yl)ethan-1-one C1(CC1)C1=NC(=C2N1CCN(C2)C(C)=O)N2CCCC1=CC(=CC=C21)C=2C=NN(C2)CC2CC2